CC(=CCC1=C2C(=C(C=C1O)O)C(=O)C(=C(O2)C3=CC=CC=C3)O)C The molecule is a trihydroxyflavone that is galangin substituted by a prenyl group at position 8. It has a role as a plant metabolite. It is a 7-hydroxyflavonol and a trihydroxyflavone. It derives from a galangin.